(6As,10aS)-9-(hydroxymethyl)-6,6-dimethyl-3-propyl-6a,7,8,10a-tetrahydrobenzo[c]chromen-1-ol OCC1=C[C@H]2[C@@H](C(OC=3C=C(C=C(C23)O)CCC)(C)C)CC1